C1(CC1)S(=O)(=O)N1N=CC(=C1)C1=NC=CC(=N1)NC1=NC=C(C(=O)NCCS(N(C)C)(=O)=O)C(=C1)NC(C)C 6-((2-(1-(cyclopropylsulfonyl)-1H-pyrazol-4-yl)pyrimidin-4-yl)amino)-N-(2-(N,N-dimethylsulfamoyl)ethyl)-4-(isopropylamino)nicotinamide